(S)-N-(6-(5-cyclopropyl-1,2,4-oxadiazol-3-yl)-2,3-dihydrobenzofuran-3-yl)-1-methyl-1H-pyrazole-4-carboxamide C1(CC1)C1=NC(=NO1)C1=CC2=C([C@@H](CO2)NC(=O)C=2C=NN(C2)C)C=C1